3-(6-(((1S,3S)-3-aminocyclopentyl)amino)pyridin-3-yl)-1-methylimidazolidine-2,4-dione N[C@@H]1C[C@H](CC1)NC1=CC=C(C=N1)N1C(N(CC1=O)C)=O